Cl.C(#C)C1CCN(CC1)CC1CCNCC1 4-ethynyl-1-(4-piperidyl-methyl)piperidine hydrochloride